FC1(C(C(N(CC1)C(=O)OC(C)(C)C)CO[C@@H]1CC[C@@H](CC1)C1=CC=CC=C1)=O)F tert-butyl 4,4-difluoro-3-oxo-2-({[(CIS)-4-phenylcyclohexyl]oxy}methyl)piperidine-1-carboxylate